Isopropyl ((R)-(perfluorophenoxy)(phenoxy)phosphoryl)-L-alaninate FC1=C(O[P@](=O)(OC2=CC=CC=C2)N[C@@H](C)C(=O)OC(C)C)C(=C(C(=C1F)F)F)F